Cl.C(CC)C(C(=O)N)=C propylacrylamide hydrochloride